FC=1C=CC2=C(C(=C(O2)\C(=N/O)\C2(CC2)C)C)C1 (Z)-(5-fluoro-3-methylbenzofuran-2-yl)(1-methylcyclopropyl)methanone oxime